N1=CC=C(C2=NC=CC=C12)C1=CC(=NN1)NC1=CN=C2C(=N1)N(C=C2Cl)C2CCNCC2 N-(5-(1,5-naphthyridin-4-yl)-1H-pyrazol-3-yl)-7-chloro-5-(piperidin-4-yl)-5H-pyrrolo[2,3-b]pyrazin-3-amine